(1r,3r)-3-(4-(2-(4-((5-(2-oxo-6-azaspiro[3.3]heptane-6-yl)pyrimidine-2-yl)oxy)phenyl)propan-2-yl)phenoxy)cyclobutylamine O=C1CC2(C1)CN(C2)C=2C=NC(=NC2)OC2=CC=C(C=C2)C(C)(C)C2=CC=C(OC1CC(C1)N)C=C2